C(N)(=O)C1(CC1)C1=C(C=CC2=C1C(=C(O2)C)C(=O)N)OCC2=C(C=CC=C2)F (1-carbamoyl-cyclopropyl)-5-((2-fluorobenzyl)oxy)-2-methylbenzofuran-3-carboxamide